methyl-4-vinylbenzyl glycidyl ether C(C1CO1)OC(C1=CC=C(C=C1)C=C)C